menth-1-ene-3,8-diol C1(=CC(C(CC1)C(C)(C)O)O)C